NCC1=NNC(C2=CC=C(C=C12)C=1C=NN(C1C1=C(C#N)C(=CC(=C1F)C1CC(C1)=C(F)F)OC1CC1)C)=C=O (M)-2-(4-(4-(aminomethyl)-1-carbonyl-1,2-dihydro-phthalazin-6-yl)-1-methyl-1H-pyrazol-5-yl)-6-cyclopropyloxy-4-(3-(difluoromethylene)cyclobutyl)-3-fluorobenzonitrile